rel-(S)-4-(5-(6-(difluoromethyl)-4-(trifluoromethyl)pyridin-2-yl)-5-(trifluoromethyl)-4,5-dihydroisoxazol-3-yl)-2-methyl-N-(2-oxo-2-((2,2,2-trifluoroethyl)amino)ethyl)benzamide FC(C1=CC(=CC(=N1)[C@@]1(CC(=NO1)C1=CC(=C(C(=O)NCC(NCC(F)(F)F)=O)C=C1)C)C(F)(F)F)C(F)(F)F)F |o1:8|